NC=1C=NN(C1N)CCO 4,5-diamino-1-(2-Hydroxyethyl)-pyrazole